3-(N,N-diethylcarbamoyl)propylamine tert-butyl-formate C(C)(C)(C)OC=O.C(C)N(C(=O)CCCN)CC